6-nitro-1-(4-nitrophenyl)-1,3,3-trimethylindan [N+](=O)([O-])C1=CC=C2C(CC(C2=C1)(C)C1=CC=C(C=C1)[N+](=O)[O-])(C)C